ClC1=C(C=C(C=C1O)O)C(\C=C\C1=C(C=CC=C1)OC)=O 1-(2-chloro-3,5-dihydroxyphenyl)-3-(2-methoxyphenyl)-(2E)-2-propen-1-one